2-((1-(4-(2-(2-Aminopyridin-3-yl)-5-(2-fluorophenyl)-3H-imidazo[4,5-b]pyridin-3-yl)benzyl)piperidin-4-yl)amino)pyrimidine-4-carbonitrile NC1=NC=CC=C1C1=NC=2C(=NC(=CC2)C2=C(C=CC=C2)F)N1C1=CC=C(CN2CCC(CC2)NC2=NC=CC(=N2)C#N)C=C1